(E)-3-(5-methylisothiazol-3-yl)acrylic acid CC1=CC(=NS1)/C=C/C(=O)O